COC1=CC=C2C(=CC=NC2=C1)OC1=CC=C(C=C1)NS(=O)(=O)NN N-(4-((7-methoxyquinolin-4-yl)oxy)phenyl)hydrazinesulfonamide